gallium-lutetium [Lu].[Ga]